CC(C)(C)S(=O)(=O)C=1C(=CC=2N(C1)C(=CN2)C2=CC(=NC=C2)N)OC 4-[6-[(1,1-dimethylethyl)sulfonyl]-7-methoxyimidazo[1,2-a]pyridin-3-yl]-2-pyridinamine